C1(CC1)N1C(=NC=2C=NC=C(C21)N)C 1-Cyclopropyl-2-methyl-imidazo[4,5-c]pyridin-7-amine